N1-(3,4-difluorophenyl)-N2-((S)-4-methyl-1-oxo-1-(((S)-3-oxo-1-((S)-2-oxopyrrolidin-3-yl)-4-(2,3,5,6-tetrafluorophenoxy)butan-2-yl)amino)pentan-2-yl)oxalamide FC=1C=C(C=CC1F)NC(C(=O)N[C@H](C(N[C@@H](C[C@H]1C(NCC1)=O)C(COC1=C(C(=CC(=C1F)F)F)F)=O)=O)CC(C)C)=O